C(C)C(CN)N 1-ethylethane-1,2-diamine